[Si](C)(C)(C(C)(C)C)OCCNC=1N=C(C2=C(N1)CN(CC2)C(=O)OC(C)(C)C)OC2=C(C=CC=C2)C(F)(F)F tert-butyl 2-([2-[(tert-butyldimethylsilyl)oxy]ethyl]amino)-4-[2-(trifluoromethyl)phenoxy]-5H,6H,7H,8H-pyrido[3,4-d]pyrimidine-7-carboxylate